CN1N=C(C=C1)C1=C(C=C2C(NC=NC2=C1)=O)[N+](=O)[O-] 7-(1-methyl-1H-pyrazol-3-yl)-6-nitroquinazolin-4(3H)-one